CN(CCCCCCCCC)C dimethyl-(nonyl)amine